6-((S)-2-methyl-pyrrolidine-1-carbonyl)-3,4-dihydro-1H-pyrrolo[2,1-c][1,4]oxazine-8-carboxylic acid [(R)-1-(2-fluoro-4-trifluoromethyl-phenyl)-propyl]-amide FC1=C(C=CC(=C1)C(F)(F)F)[C@@H](CC)NC(=O)C=1C=C(N2C1COCC2)C(=O)N2[C@H](CCC2)C